C(C)C=1C(NC=2C=C(C=NC2C1)CN1CCN(CC1)C=1C=CC(=NC1)C(=O)NC1=CC=NC=C1)=O 5-(4-((7-Ethyl-6-oxo-5,6-dihydro-1,5-naphthyridin-3-yl)methyl)piperazin-1-yl)-N-(Pyridin-4-yl)pyridineamide